FC(C1=C(C=CC2=C1[S@@](C([C@H]2F)(F)F)=O)OC=2C=C(C#N)C=C(C2)F)F 3-(((1S,3S)-7-(difluoromethyl)-2,2,3-trifluoro-1-oxido-2,3-dihydrobenzo-[b]thiophen-6-yl)oxy)-5-fluorobenzonitrile